CC1=CC(=O)OC2=C1C=CC(=C2)OC(=O)C The molecule is an acetate ester consiting of umbelliferone carrying a 7-O-acetyl group. It has a role as a plant metabolite. It is an acetate ester and a member of coumarins. It derives from an umbelliferone.